N[C@@]1([C@@H](CCC1)CC)COC1=C(C#N)C(=CC(=C1)C1=CN=C2N1C(=CC=C2)OC)OC (((1S,2R)-1-amino-2-ethylcyclopentyl)methoxy)-6-methoxy-4-(5-methoxyimidazo[1,2-a]pyridin-3-yl)benzonitrile